5-(1H-indole-3-yl)-2-phenyl-oxazole-4-carboxylic acid N1C=C(C2=CC=CC=C12)C1=C(N=C(O1)C1=CC=CC=C1)C(=O)O